(S)-1-[(R)-1-[bis(3,5-xylyl)phosphino]ethyl]-2-[2-[bis(3,5-xylyl)phosphino]phenyl]ferrocene C1(=CC(=CC(=C1)C)C)P([C@H](C)[C-]1C(=CC=C1)C1=C(C=CC=C1)P(C1=CC(=CC(=C1)C)C)C1=CC(=CC(=C1)C)C)C1=CC(=CC(=C1)C)C.[CH-]1C=CC=C1.[Fe+2]